FC1=C(C(=C(C(=C1F)C1=CC=C(C=C1)C=O)F)F)C1=CC=C(C=C1)C=O 2',3',5',6'-tetrafluoro-[1,1':4',1''-terphenyl]-4,4''-dicarboxaldehyde